4-(thiiran-2-yl)dibenzo[b,d]thiophene S1C(C1)C1=CC=CC2=C1SC1=C2C=CC=C1